COC(=O)[C@H]1N(C[C@@H](C1)S)C(=O)OC(C)(C)C (2S,4R)-4-mercaptopyrrolidine-1,2-dicarboxylic acid 1-(tert-butyl) ester 2-methyl ester